(S)-1-(((3-butyl-5-(4-fluorophenyl)-7-(methylthio)-1,1-dioxido-2,3,4,5-tetrahydro-1,2,5-benzothiadiazepin-8-yl)oxy)methyl)cyclopropane-1-carboxylic acid C(CCC)[C@@H]1NS(C2=C(N(C1)C1=CC=C(C=C1)F)C=C(C(=C2)OCC2(CC2)C(=O)O)SC)(=O)=O